FC1=CC(=C(C=C1)N1C=C(C=2C1=CN=CC2)C2CN(CC2)C(=O)OC(C)(C)C)C(N(C)C(C)C)=O tert-butyl 3-(1-(4-fluoro-2-(isopropyl(methyl)carbamoyl)phenyl)-1H-pyrrolo[2,3-c]pyridin-3-yl)pyrrolidine-1-carboxylate